BrC1=C(C=C(C=C1F)C1=CC=C(C=C1)CCC)F 2-bromo-1,3-difluoro-5-(4-propylphenyl)benzene